N-[1-[(6-chloro-3-pyridyl)methyl]-2-pyridylidene]-2,2,2-trifluoro-N'-isopropyl-acetamidine ClC1=CC=C(C=N1)CN1C(C=CC=C1)=NC(C(F)(F)F)=NC(C)C